C(=O)O.ClC=1C=C(C=CC1C(=O)N1CCN(CC1)C(=O)C1CCNCC1)NC(=O)C=1N(C(=CN1)C1=CC(=C(C=C1)OC(F)F)F)C N-[3-chloro-4-[4-(piperidine-4-carbonyl)piperazine-1-carbonyl]phenyl]-5-[4-(difluoromethoxy)-3-fluoro-phenyl]-1-methyl-imidazole-2-carboxamide formate